tert-Butyl 4-(6-(6-methoxy-3-methylisoquinolin-7-yl)pyridazin-3-yl)piperazine-1-carboxylate COC=1C=C2C=C(N=CC2=CC1C1=CC=C(N=N1)N1CCN(CC1)C(=O)OC(C)(C)C)C